(S)-4-((2-(3-(aminomethyl)-3-fluoropyrrolidin-1-yl)-1H-benzo[d]imidazol-1-yl)methyl)benzonitrile 2,2,2-trifluoroacetate FC(C(=O)O)(F)F.NC[C@@]1(CN(CC1)C1=NC2=C(N1CC1=CC=C(C#N)C=C1)C=CC=C2)F